methyl 2-({[1-(4-chlorophenyl)-1H-pyrazol-3-yl]oxy}methyl)-N-methoxycarbanilate ClC1=CC=C(C=C1)N1N=C(C=C1)OCC1=C(N(C(OC)=O)OC)C=CC=C1